(2S,3S)-[2-[(5-chlorothiazol-2-yl)carbamoyl]phenyl]-2-amino-3-methylpentanoate ClC1=CN=C(S1)NC(=O)C1=C(C=CC=C1)OC([C@H]([C@H](CC)C)N)=O